2-(3,4-dichlorophenyl)-1-ethyl-5-(2-fluoro-3-pyridinyl)-6-methyl-4-oxo-pyridine-3-carboxylic acid ClC=1C=C(C=CC1Cl)C=1N(C(=C(C(C1C(=O)O)=O)C=1C(=NC=CC1)F)C)CC